N[C@@H](CC(O)=O)C(=O)N[C@@H](CC1=CNC2=CC=CC=C12)C(=O)NCC(=O)N[C@@H](C)C(=O)N[C@@H](CC1=CNC=N1)C(=O)N[C@@H](CCCNC(N)=N)C(=O)N[C@@H](CS)C(=O)N[C@@H]([C@H](O)C)C(=O)N([C@@H](CCCCN)C(=O)N)C(COCCOCCN)=O L-α-aspartyl-L-tryptophylglycyl-L-alanyl-L-histidyl-L-arginyl-L-cysteinyl-L-threonyl-2-[2-(2-aminoethoxy)ethoxy]acetyl-L-lysinamide